C(C(C)C)OC(=C(OCC(C)C)OCC(C)C)[Sn] tris(isobutoxy)vinyltin